ClC=1C(=NC=CC1)N1N=C(C=C1C1=NC2=C(C(O1)=O)C1=C(C=C2C)OC(O1)(F)F)CN1N=CC(=N1)C(F)(F)F 7-[2-(3-chloro-2-pyridyl)-5-[[4-(trifluoromethyl)triazol-2-yl]methyl]pyrazol-3-yl]-2,2-difluoro-5-methyl-[1,3]dioxolo[4,5-f][3,1]benzoxazin-9-one